2-phenethyl-6-phenyl-3,4-dihydroisoquinolin-1(2H)-one C(CC1=CC=CC=C1)N1C(C2=CC=C(C=C2CC1)C1=CC=CC=C1)=O